COC(=O)C1=C(C2=C(N1C(=O)OC(C)(C)C)C=C(S2)C2CCN(CC2)C(=O)OC(C)(C)C)C(=C)C 2-(1-(tert-Butoxycarbonyl)piperidin-4-yl)-6-(prop-1-en-2-yl)-4H-thieno[3,2-b]pyrrole-4,5-dicarboxylic acid 4-(tert-butyl) 5-methyl ester